lithium potassium 2-(sec-butyl)-2-methylmalonate C(C)(CC)C(C(=O)[O-])(C(=O)[O-])C.[K+].[Li+]